C(C)OCCN1C(=NC2=C1C=CC=C2)C2CCN(CC2)CCC2=CC=C(C=C2)C(C(=O)OC)(C)C methyl 2-(4-(2-(4-(1-(2-ethoxyethyl)-1H-benzo[d]imidazol-2-yl) piperidin-1-yl) ethyl)phenyl)-2-methylpropanoate